3,3'-dimethylamino-azobenzene CNC=1C=C(C=CC1)N=NC1=CC(=CC=C1)NC